3-(3-((6-(3-fluorophenylethoxy)pyridin-3-yl)methyl)isoxazol-5-yl)pyridin-2-amine FC=1C=C(C=CC1)CCOC1=CC=C(C=N1)CC1=NOC(=C1)C=1C(=NC=CC1)N